ClC1=C(C(=O)NC2CN(CCC2)C=2N=NC(=CC2)C2=C(C=CC=C2)OC)C=CC=C1 2-chloro-N-(1-(6-(2-methoxyphenyl)pyridazin-3-yl)piperidin-3-yl)benzamide